N-(4-fluoro-2-methoxy-5-nitrophenyl)-4-(1-methyl-1H-indol-3-yl)pyrimidin-2-amine FC1=CC(=C(C=C1[N+](=O)[O-])NC1=NC=CC(=N1)C1=CN(C2=CC=CC=C12)C)OC